FC1=C2C=CN(C2=C(C=C1)C(=O)NC1CC2(C1)CC(C2)C(NS(=O)(=O)C)=O)CC2=CC=C(C=C2)OC(F)(F)F (Ra)-4-fluoro-N-(6-((methylsulfonyl)carbamoyl)spiro[3.3]heptan-2-yl)-1-(4-(trifluoromethoxy)benzyl)-1H-indole-7-carboxamide